5-chloro-1H-indazol ClC=1C=C2C=NNC2=CC1